naphthalene-1,4-dicarbonyl difluoride C1(=CC=C(C2=CC=CC=C12)C(=O)F)C(=O)F